N-(3,3-difluoro-2,3-dihydro-1H-benzo[d]pyrrolo[1,2-a]imidazol-5-yl)-4-(2-hydroxyethanesulfonylamino)-2-(6-azaspiro[2.5]octane-6-yl)benzamide FC1(CCN2C1=NC1=C2C=CC=C1NC(C1=C(C=C(C=C1)NS(=O)(=O)CCO)N1CCC2(CC2)CC1)=O)F